C1(=CC=CC=C1)COC1=C(C=C(C=C1)[N+](=O)[O-])CCF 1-(Phenylmethoxy)-2-(2-fluoroethyl)-4-nitrobenzene